C(C)#N.C(C)#N.C(C)#N.[Ru] ruthenium tris(acetonitrile)